ClC=1N=C(C=2N(C1)C(=CN2)C(C)C)Cl 6,8-dichloro-3-isopropyl-imidazo[1,2-a]pyrazine